C1CN(CCC12CCNCC2)C2=CC=C(C=C2)NC2=NC=C1C(=N2)N(N(C1=O)CC=C)C1=CC=C2C(=N1)C(CC2)O 6-((4-(3,9-Diazaspiro[5.5]undecan-3-yl)phenyl)amino)-2-allyl-1-(7-hydroxy-6,7-dihydro-5H-cyclopenta[b]pyridin-2-yl)-1,2-dihydro-3H-pyrazolo[3,4-d]pyrimidin-3-one